(2S,4R)-4-hydroxypiperidine-1,2-dicarboxylic acid O1-tert-butyl ester O2-methyl ester COC(=O)[C@H]1N(CC[C@H](C1)O)C(=O)OC(C)(C)C